N-cyclopropyl-4-[[(2S)-1,4-dioxan-2-yl]methoxy]-N,1-dimethyl-2-oxo-6,7-dihydrobenzo[a]quinolizine-9-carboxamide C1(CC1)N(C(=O)C1=CC2=C(C3=C(C(C=C(N3CC2)OC[C@H]2OCCOC2)=O)C)C=C1)C